NC1=CC(=C(CNC(=O)N2CCC3(NC4=CC=C(C=C4C(C3)=O)F)CC2)C(=C1)F)F N-(4-amino-2,6-difluorobenzyl)-6'-fluoro-4'-oxo-3',4'-dihydro-1'h-spiro[piperidine-4,2'-quinoline]-1-carboxamide